C(C=C)(=O)N1[C@H](CN(CC1)C1=C(C(=NC2=C(C(=C(C=C12)Cl)C1=CC=C(C2=C1N=C(S2)N)F)F)C)C#N)CC#N 4-((S)-4-propenoyl-3-(cyanomethyl)piperazin-1-yl)-7-(2-amino-7-fluorobenzo[d]thiazol-4-yl)-6-chloro-8-fluoro-2-methylquinoline-3-carbonitrile